C(C)(C)(C)OC(=O)N[C@@H]([C@@H](C(=O)OCC[Si](C)(C)C)C)C1=CC=C(C=C1)Cl 2-(trimethylsilyl)ethyl (2S,3S)-3-{[(tert-butoxy)carbonyl]amino}-3-(4-chlorophenyl)-2-methylpropanoate